N1=C(C=CC=C1)COC1=C(C(=O)O)C(=CC(=C1)OS(=O)(=O)C1=CC=C(C)C=C1)OS(=O)(=O)C1=CC=C(C)C=C1 2-(pyridin-2-ylmethoxy)-4,6-bis(tosyloxy)benzoic acid